FC1=C(N=CC2=C1N=C(N=C2N(C)CC2CN(C2)C(=O)OC(C)(C)C)OC[C@]21CCCN1C[C@@H](C2)F)[Sn](CCCC)(CCCC)CCCC tert-butyl 3-(((8-fluoro-2-(((2R,7aS)-2-fluorotetrahydro-1H-pyrrolizin-7a(5H)-yl)methoxy)-7-(tributylstannyl)pyrido[4,3-d]pyrimidin-4-yl)(methyl)amino)methyl)azetidine-1-carboxylate